4-(2-oxa-6-azaspiro[3.3]heptan-6-yl)picolinamide C1OCC12CN(C2)C2=CC(=NC=C2)C(=O)N